2-(1-hydroxypentyl)benzoic acid OC(CCCC)C1=C(C(=O)O)C=CC=C1